FC(C=1C(=NC=CC1)CN1C(C(=CC=2C1=NC(=CN2)C)C2CCN(CC2)C(=O)OC(C)(C)C)=O)F tert-butyl 4-(5-((3-(difluoromethyl)pyridin-2-yl)methyl)-3-methyl-6-oxo-5,6-dihydropyrido[2,3-b]pyrazin-7-yl)piperidine-1-carboxylate